6'-(((1S,3S)-3-((5-(Trifluoromethoxy)pyrazin-2-yl)amino)cyclopentyl)amino)-2H-[1,3'-bipyridin]-2-one FC(OC=1N=CC(=NC1)N[C@@H]1C[C@H](CC1)NC1=CC=C(C=N1)N1C(C=CC=C1)=O)(F)F